C(C(C)C)N1CCC(CC1)N1CCC(CC1)C=1C(=CC2=C(N(C(=N2)C2=CC=C(C=C2)S(=O)(=O)C)C)C1)C 6-(1'-isobutyl-[1,4'-bipiperidin]-4-yl)-1,5-dimethyl-2-(4-(methylsulfonyl)phenyl)-1H-benzo[d]imidazole